C(#N)[C@H](C[C@H]1C(NC(C1)([2H])[2H])=O)NC(=O)[C@@H]1[C@H]2C([C@H]2CN1C([C@H](C(C)(C)C)NC(C(F)(F)F)=O)=O)(C)C (1R,2S,5S)-N-{(1S)-1-cyano-2-[(3S)-2-oxo-3-pyrrolidinyl-5,5-d2]Ethyl}-3-[(2S)-3,3-dimethyl-2-(2,2,2-trifluoroacetylamino)butanoyl]-6,6-dimethyl-3-azabicyclo[3.1.0]Hexane-2-carboxamide